C(C)(C)(C)OC(=O)N1CCC(CC1)N1C2=C(N=CC1=O)C=CC(=N2)OC.C(CCCCCC)OC2=CC=C(C1=CC=CC=C21)OCCCCCCC 1,4-bis(n-heptyloxy)naphthalene tert-Butyl-4-(6-Methoxy-3-oxopyrido[2,3-b]pyrazin-4(3H)-yl)piperidine-1-carboxylate